N1=CN=CC(=C1)C1=CNC2=NC=CC(=C21)N2C[C@H](CCC2)NCCO 2-[[(3S)-1-(3-pyrimidin-5-yl-1H-pyrrolo[2,3-b]pyridin-4-yl)-3-piperidyl]amino]ethanol